C(C)C=1C=NC(=NC1)N[C@H]1C[C@H](CCC1)N1CC2=CC=C(C=C2C1=O)NC(C=C)=O N-(2-((1S,3R)-3-((5-Ethylpyrimidin-2-yl)amino)cyclohexyl)-3-oxoisoindolin-5-yl)acrylamide